2-[2-bis-[3,5-bis-(Trifluoromethyl)phenyl]phosphanyl-3,6-dimethoxy-phenyl]-N1,N1,N3,N3-tetramethyl-benzene-1,3-diamine FC(C=1C=C(C=C(C1)C(F)(F)F)P(C1=C(C(=CC=C1OC)OC)C1=C(C=CC=C1N(C)C)N(C)C)C1=CC(=CC(=C1)C(F)(F)F)C(F)(F)F)(F)F